CC1=NC2=C(C=CC=C2C=C1C(=O)O)C 2,8-dimethylquinoline-3-formic acid